C(=O)(OC(C)(C)C)N1C(CCCC1)N1C(=O)NC(=O)CC1=O 1-(N-Boc-piperidinyl)barbituric acid